tert-butyl (2-chloro-4-fluoro-3-iodophenyl)((3-fluoroazetidin-1-yl)sulfonyl)carbamate ClC1=C(C=CC(=C1I)F)N(C(OC(C)(C)C)=O)S(=O)(=O)N1CC(C1)F